C1(C(C1)C1=C(C=CC=C1)NC(=O)C=1C(=NN(C1)C)C(F)F)C1CC1 N-(2-bicyclopropyl-2-yl-phenyl)-3-difluoromethyl-1-methyl-1H-pyrazole-4-carboxamide